C(CCCCCCCCCCC)(=O)[O-].C(CCCCCCCCCCC)(=O)[O-].C(CCCCCCCCCCC)(=O)[O-].C1(=CC=CC=C1)[Sn+3] phenyltin trilaurate